1,3,4-trimethyl-5-nitroimidazole CN1CN(C(=C1[N+](=O)[O-])C)C